Cl.FC1=C(C(=O)N)C=CC=C1 2-fluorobenzamide hydrochloride